Methyl 3-(1H-pyrazol-5-yl)-2-((((CIS)-4-(2,3,6-trifluorophenyl)cyclohexyl)-oxy)methyl)piperidine-1-carboxylate N1N=CC=C1C1C(N(CCC1)C(=O)OC)CO[C@@H]1CC[C@@H](CC1)C1=C(C(=CC=C1F)F)F